[Br-].C1(CCCC1)C(C(=O)OC1C[N+](CC1)(C)C)(C1=CC=CC=C1)O 3-[(cyclopentylhydroxyphenylacetyl)oxy]-1,1-dimethyl-pyrrolidinium bromide